N-(3-chlorophenyl)-2-(5-(trifluoromethyl)-1,2,4-oxadiazol-3-yl)-6,7-dihydrothieno[3,2-c]pyridine-5(4H)-carboxamide ClC=1C=C(C=CC1)NC(=O)N1CC2=C(CC1)SC(=C2)C2=NOC(=N2)C(F)(F)F